2-(6-chloropyridin-3-yl)-8-(1-(2,2-difluoroethyl)-1H-pyrazolo[3,4-b]pyrazin-6-yl)-2,8-diazaspiro[4.5]decan-3-one ClC1=CC=C(C=N1)N1CC2(CC1=O)CCN(CC2)C2=CN=C1C(=N2)N(N=C1)CC(F)F